6-(Benzylmethoxy)-8-fluoro-7-[(2-methoxy-2-oxoethyl)(trifluoroacetyl)amino]-4-oxo-3,4-dihydroisoquinoline-2(1H)-carboxylic acid tert-butyl ester C(C)(C)(C)OC(=O)N1CC2=C(C(=C(C=C2C(C1)=O)OCCC1=CC=CC=C1)N(C(C(F)(F)F)=O)CC(=O)OC)F